NC[C@@]1(OC2=C(C1)C(=C(C=C2)Cl)C2=C(C(=O)N)C=CC(=C2F)Cl)C2=CC=CC=C2 2-((2S,4S)-2-(aminomethyl)-5-chloro-2-phenyl-2,3-dihydrobenzofuran-4-yl)-4-chloro-3-fluoro-benzamide